acrylamidopropyltriacetoxysilane C(C=C)(=O)NCCC[Si](OC(C)=O)(OC(C)=O)OC(C)=O